2-(4-(dimethylamino)cyclohexyl)-2,9-dimethyl-7-((6-methyl-4-(methylthio)-2-oxo-1,2-dihydropyridin-3-yl)methyl)-2,3,6,7-tetrahydrofuro[3,2-g]isoquinolin-8(5H)-one CN(C1CCC(CC1)C1(CC=2C=C3CCN(C(C3=C(C2O1)C)=O)CC=1C(NC(=CC1SC)C)=O)C)C